C1(=CC=CC=C1)[SiH](CCCC1=CC=CC=C1)C1=CC=CC=C1 diphenyl(3-phenylpropyl)silane